C(C)(=O)C1=NN(C2=CC=C(C=C12)C=1C=NC(=NC1)C)CC(=O)N1[C@@H]2C[C@@]2(C[C@H]1C(=O)N[C@@H](C)C(=C(C)C)F)C (1R,3S,5R)-2-(2-(3-acetyl-5-(2-methylpyrimidin-5-yl)-1H-indazol-1-yl)acetyl)-N-((S)-3-fluoro-4-methylpent-3-en-2-yl)-5-methyl-2-azabicyclo[3.1.0]hexane-3-carboxamide